C1(=C(C=CC=C1)N(C=1C2(C3=CC4=CC=CC=C4C3=CC1)C=CC=C1C3=CC=CC=C3C=C12)C1=C(C=CC=C1)C1=CC=CC=2SC3=C(C21)C=CC=C3)C=3C(=CC=CC3)C3=CC=CC=C3 (terphenylyl)(Dibenzothiophenylphenyl)(spirobifluorenyl)amine